4,4,4-trifluorobut-2-en-1-one FC(C=CC=O)(F)F